BrC=1C=CC(=C(CNC(OC(C)(C)C)=O)C1)F tert-Butyl 5-bromo-2-fluorobenzylcarbamate